8-(4-(4-(7-(2-(2,6-dioxopiperidin-3-yl)-1-oxoisoindolin-4-yl)hept-6-yn-1-yl)piperazin-1-yl)piperidin-1-yl)-9-ethyl-6,6-dimethyl-11-OxO-6,11-dihydro-5H-benzo[b]carbazole-3-carbonitrile O=C1NC(CCC1N1C(C2=CC=CC(=C2C1)C#CCCCCCN1CCN(CC1)C1CCN(CC1)C=1C(=CC2=C(C(C=3NC4=CC(=CC=C4C3C2=O)C#N)(C)C)C1)CC)=O)=O